(S)-2-(((S)-8-chloro-6-fluoro-1,2,3,4-tetrahydronaphthalen-2-yl)amino)-N-(1-(2-methyl-1-(neopentanylamino)propan-2-yl)-1H-imidazol-4-yl)pentanoamide dihydrobromide Br.Br.ClC=1C=C(C=C2CC[C@@H](CC12)N[C@H](C(=O)NC=1N=CN(C1)C(CNCC(C)(C)C)(C)C)CCC)F